ClC=1C(=NC(=NC1)NC1=CC=C(C=C1)N1CCN(CC1)C)N(C1=C(C=CC=C1)NC(=O)[C@H]1C(C1)(F)F)C (S)-N-(2-((5-chloro-2-((4-(4-methylpiperazin-1-yl)phenyl)amino)pyrimidin-4-yl)(methyl)amino)phenyl)-2,2-difluorocyclopropane-1-carboxamide